C(#N)C=1C=C(C=C(C(=O)O)C1)C(=O)O 5-Cyanoisophthalic acid